CC12C3C(C(C=C1)C2)C(=O)OC3=O methyl-bicyclo[2.2.1]hept-5-ene-2,3-dicarboxylic anhydride